C(CCCC)C1=NC(=NC(=N1)CCCCC)C1=CC=C(C=C1)OC 2,4-dipentyl-6-p-methoxyphenyl-1,3,5-triazine